benzyl N-[(3R)-7-[(2,2-dimethylpropanoylamino)carbamoyl]-4-oxo-3,5-dihydro-2H-1,5-benzothiazepin-3-yl]carbamate CC(C(=O)NNC(=O)C=1C=CC2=C(NC([C@H](CS2)NC(OCC2=CC=CC=C2)=O)=O)C1)(C)C